C(C)(C)C1=C(N=NS1)C(=O)NC[C@H]1NC([C@H](SCC1)C1=CC=C(C=C1)OC1=CC=CC=C1)=O 5-isopropyl-N-[[(2R,5S)-3-oxo-2-(4-phenoxyphenyl)-1,4-thiazepan-5-yl]methyl]thiadiazole-4-carboxamide